(2S,4R)-1-((R)-2-(1-fluorocyclopropane-1-amido)-3-mercapto-3-methylbutanoyl)-4-hydroxy-N-((S)-1-(4-(4-methylthiazol-5-yl)phenyl)ethyl)pyrrolidine-2-carboxamide FC1(CC1)C(=O)N[C@H](C(=O)N1[C@@H](C[C@H](C1)O)C(=O)N[C@@H](C)C1=CC=C(C=C1)C1=C(N=CS1)C)C(C)(C)S